FC([C@@H]1[C@H](C1)C=1C=2N(N=C(C1)C=1C(NC(NC1)=O)=O)C=NC2C)F 5-(4-((1S,2S)-2-(difluoromethyl)cyclopropyl)-5-methylimidazo[1,5-b]pyridazine-2-yl)pyrimidine-2,4(1H,3H)-dione